C1(CCC1)OC=1C(=CC=2C(N1)=NN(C2)[C@@H]2COCCC2)C(=O)NC=2C=NN1C2N=CC(=C1)C |o1:14| rel-(S)-6-cyclobutoxy-N-(6-methylpyrazolo[1,5-a]pyrimidin-3-yl)-2-(tetrahydro-2H-pyran-3-yl)-2H-pyrazolo[3,4-b]pyridine-5-carboxamide